NC1=C(C=C(N=N1)C1=C(C=CC=C1)O)N1CC2CCC(C1)N2C2=CC(=NC=C2)C#CCN2[C@@H]1CC[C@H](C2)C1 2-[6-amino-5-[8-[2-[3-[(1R,4S)-2-azabicyclo[2.2.1]heptan-2-yl]prop-1-ynyl]-4-pyridinyl]-3,8-diazabicyclo[3.2.1]oct-3-yl]pyridazin-3-yl]phenol